4,4'-Bis(9H-carbazol-9-yl)biphenyl Tert-Butyl-3-[3-[[1-(trifluoromethyl)cyclopropyl]methylamino]-1-bicyclo[1.1.1]pentanyl]azetidine-1-carboxylate C(C)(C)(C)OC(=O)N1CC(C1)C12CC(C1)(C2)NCC2(CC2)C(F)(F)F.C2=CC=CC=1C3=CC=CC=C3N(C21)C2=CC=C(C=C2)C2=CC=C(C=C2)N2C1=CC=CC=C1C=1C=CC=CC21